C(N)(=O)C=1C(=NNC1NC1=NC(=CC=C1)C(F)(F)F)C1=CC=C(C=C1)NC(=O)C1=NN(C=C1)C1=CC=CC=C1 N-(4-(4-carbamoyl-5-((6-(trifluoromethyl)pyridin-2-yl)amino)-1H-pyrazol-3-yl)phenyl)-1-phenyl-1H-pyrazole-3-carboxamide